BrC1=C(C(=O)OCCC)C=CC=C1 2-bromobenzoic acid, 2-methyl-ethyl ester